NN1C(=NN=C1CCC=1C=NC=CC1)SCC(=O)NC=1SC2=C(N1)C=CC(=C2)C 2-((4-Amino-5-(2-(pyridine-3-yl)ethyl)-4H-1,2,4-triazole-3-yl)thio)-N-(6-methylbenzothiazole-2-yl)acetamide